OC(C(=O)N)(C)C 2-hydroxy-2-methyl-propanamide